N1(N=CN=C1)C1=C(C(=O)[O-])C=C(C(=C1)C(=O)[O-])N1N=CN=C1 2,5-di(1H-1,2,4-triazol-1-yl)terephthalate